(S)-3-(2-methyl-4-oxo-5-((7-(((1R,2S,4R)-1,7,7-trimethylbicyclo[2.2.1]heptan-2-yl)amino)heptyl)thio)quinazolin-3(4H)-yl)piperidine-2,6-dione CC1=NC2=CC=CC(=C2C(N1[C@@H]1C(NC(CC1)=O)=O)=O)SCCCCCCCN[C@@H]1[C@@]2(CC[C@H](C1)C2(C)C)C